hexadecyl 2,5-dihydroxybenzoate OC1=C(C(=O)OCCCCCCCCCCCCCCCC)C=C(C=C1)O